C[C@@H]1CN(C[C@@H](O1)C)C=1C=C(C=CC1)[C@H](C)NC(C=CC1=CC=C(C=C1)F)=O (S)-N-{1-[3-(cis-2,6-Dimethyl-morpholin-4-yl)-phenyl]-ethyl}-3-(4-fluoro-phenyl)-acrylamide